N,N-dimethyl-trifluoroacetyl-ammonia CN(C)C(C(F)(F)F)=O